ClC1=NC=C(C=N1)CC=1SC=CN1 2-((2-chloropyrimidin-5-yl)methyl)thiazole